C(C)(C)(C)C1=NN2C(N=C(C3=CC=CC=C23)NC2=C(C=CC=C2)S(=O)(=O)NC2=NC(=NC(=C2)OC)OC)=C1 ((2-(tert-butyl)pyrazolo[1,5-a]quinazolin-5-yl)amino)-N-(2,6-dimethoxypyrimidin-4-yl)benzenesulfonamide